O=C1N(CCC(N1)=O)C1=C(CN2CCN(CC2)C2CCN(CC2)C2=CC=C(C(=O)NC=3C4=C(NN3)CN(C4)C([C@@H](C4=CC=CC=C4)OC)=O)C=C2)C=CC=C1 (R)-4-(4-(4-(2-(2,4-dioxotetrahydropyrimidin-1(2H)-yl)benzyl)piperazin-1-yl)piperidin-1-yl)-N-(5-(2-methoxy-2-phenylacetyl)-1,4,5,6-tetrahydropyrrolo[3,4-c]pyrazol-3-yl)benzamide